C(C=C)SC(N(C)C)=S dimethyl-dithio-carbamic acid allyl ester